N-((1s,3s)-2'-oxo-1'-(4-(trifluoromethyl)phenyl)-1',2'-dihydrospiro(cyclobutane-1,3'-pyrrolo[3,2-b]pyridin)-3-yl)prop-2-enamide O=C1C2(C3=NC=CC=C3N1C1=CC=C(C=C1)C(F)(F)F)CC(C2)NC(C=C)=O